O=C1NC(C=CC1N1C(C2=CC=CC=C2C1=O)=O)=O 2-(2,6-dioxopyridin-3-yl)isoindol-1,3-dione